BrCCCC(=O)C=1C=C(C=CC1)C(C(=O)OC)(C)C methyl 2-(3-(4-bromobutyryl) phenyl)-2-methylpropionate